2-amino-6-bromopyridine-carbaldehyde NC1(NC(=CC=C1)Br)C=O